ClC1=NC=C(C(=C1)C1=C(C=NC(=C1)C)C(=O)NC=1SC2=C(N1)CC[C@@H](C2)C(=O)N2CC(C2)O)OC (S)-2'-chloro-N-(6-(3-hydroxyazetidine-1-carbonyl)-4,5,6,7-tetrahydrobenzo[d]thiazol-2-yl)-5'-methoxy-6-methyl-[4,4'-bipyridine]-3-carboxamide